CN(C1=CC=CC(=C1F)C(=O)NC2=C(C=C(C=C2Br)C(C(F)(F)F)(C(F)(F)F)F)C(F)(F)F)C(=O)C3=CC=CC=C3 The molecule is a benzamide obtained by formal condensation of the carboxy group of 3-[benzoyl(methyl)amino]-2-fluorobenzoic acid with the amino group of 2-bromo-4-(1,1,1,2,3,3,3-heptafluoropropan-2-yl)-6-(trifluoromethyl)aniline. An insecticide that exhibits high larvicidal activity against Spodoptera litura and is effective against pests with resistance to cyclodienes and fipronil It has a role as an agrochemical and a GABA antagonist. It is a member of benzamides, a member of monofluorobenzenes, an organofluorine insecticide, a member of bromobenzenes and a member of (trifluoromethyl)benzenes.